7-(chloromethyl)-3-ethyl-1H-pyrido[3,2-d]pyrimidine-2,4-dione ClCC1=CC=2NC(N(C(C2N=C1)=O)CC)=O